1,6-dimethyl-1,2-dihydro-3H-benzo[e]indole-3-carboximidamide CC1CN(C=2C=CC3=C(C12)C=CC=C3C)C(N)=N